C([O-])([O-])([O-])[O-].[Ni+2].[Ni+2] nickel orthocarbonate